[6-[4-chloro-2-(2-methyl-6-morpholin-4-ylpyridin-4-yl)oxyphenyl]pyridin-3-yl]methanamine ClC1=CC(=C(C=C1)C1=CC=C(C=N1)CN)OC1=CC(=NC(=C1)N1CCOCC1)C